FC1(OC2=C(O1)C=CC(=C2)N(C(=O)C=2C=C(C=CC2)N2N=C(C=1CCCC(C21)OC2=CC=C(C=N2)C(=O)[O-])C(F)(F)F)C)F 6-[[1-[3-[(2,2-difluoro-1,3-benzodioxol-5-yl)-methyl-carbamoyl]phenyl]-3-(trifluoromethyl)-4,5,6,7-tetrahydroindazol-7-yl]oxy]pyridine-3-carboxylate